C(C1=CC=CC=C1)C1=NC(=NN1)C(=O)N[C@H]1C(N(C2=C(OC1)C=CC(=C2)C#CC(C)(C)O)C)=O (R)-5-benzyl-N-(7-(3-hydroxy-3-methyl-but-1-yn-1-yl)-5-methyl-4-oxo-2,3,4,5-tetrahydrobenzo[b][1,4]oxazepin-3-yl)-1H-1,2,4-triazole-3-carboxamide